5-chloro-2-((4-fluoro-2-isopropylphenyl)amino)-N-(6-methoxy-2-methylpyridin-3-yl)nicotinamide ClC=1C=NC(=C(C(=O)NC=2C(=NC(=CC2)OC)C)C1)NC1=C(C=C(C=C1)F)C(C)C